3-(4-((3-(2H-benzo[d][1,2,3]triazol-2-yl)-2-hydroxy-5-methyl-Benzyl)(ethyl)amino)phenyl)acrolein N=1N(N=C2C1C=CC=C2)C=2C(=C(CN(C1=CC=C(C=C1)C=CC=O)CC)C=C(C2)C)O